1-[1-[2-amino-4-(trifluoromethoxy)benzoyl]-4-piperidyl]-6-norbornan-2-yl-3H-imidazo[4,5-b]pyridin-2-one NC1=C(C(=O)N2CCC(CC2)N2C(NC3=NC=C(C=C32)C3C2CCC(C3)C2)=O)C=CC(=C1)OC(F)(F)F